Henicosan-11-yl ((R)-(((2R,3S,5R)-5-(6-amino-2-fluoro-9H-purin-9-yl)-2-ethynyl-3-hydroxytetrahydrofuran-2-yl) methoxy)(phenoxy)phosphoryl)-L-phenylalaninate NC1=C2N=CN(C2=NC(=N1)F)[C@H]1C[C@@H]([C@@](O1)(C#C)CO[P@@](=O)(OC1=CC=CC=C1)N[C@@H](CC1=CC=CC=C1)C(=O)OC(CCCCCCCCCC)CCCCCCCCCC)O